C(C)C1=C(C(=O)N)C=CC(=C1)NC1=NC=C(C(=N1)NC=1C=CC2=C(NC(O2)=O)C1)C ethyl-4-[5-methyl-4-(2-oxo-2,3-dihydro-benzooxazol-5-ylamino)-pyrimidin-2-ylamino]-benzamide